tris(2,2-bipyridyl) ruthenium [Ru].N1=C(C=CC=C1)C1=NC=CC=C1.N1=C(C=CC=C1)C1=NC=CC=C1.N1=C(C=CC=C1)C1=NC=CC=C1